N1(CC2(CC1)CC=1C=NC=CC1O2)CC2=C(N=C(S2)NC(C)=O)F N-(5-((3H-Spiro[furo[3,2-c]pyridine-2,3'-pyrrolidin]-1'-yl)methyl)-4-fluorothiazol-2-yl)acetamide